1,3,5-tri-O-acetyl-2-(acetylmethylamino)-2-deoxy-4,6-di-O-methyl-mannitol C(C)(=O)OC[C@H]([C@@H](OC(C)=O)[C@H](OC)[C@H](OC(C)=O)COC)N(C)C(C)=O